hexenamine C(=CCCCC)N